C(C1=CC=CC=C1)C1=NC=2N(C=C(NC2CC2=CC=CC=C2)C2=C(C=CC=C2)F)C1=O 2,8-Dibenzyl-6-(2-fluorophenyl)imidazo[1,2-a]pyrazin-3(7H)-on